1-tertiary-butyl-3-methyl-3-(cyanomethoxy)azetidine C(C)(C)(C)N1CC(C1)(OCC#N)C